1-(bromomethyl)-3-methyl-2-(trifluoromethyl)benzene BrCC1=C(C(=CC=C1)C)C(F)(F)F